N1C=NC2=C1C=CC(=C2)\C=C\2/N=C(NC2=O)N[C@@H](CC(C)C)CF (4Z)-4-(1H-Benzimidazol-5-ylmethylene)-2-[[(1S)-1-(fluoromethyl)-3-methyl-butyl]amino]-1H-imidazol-5-one